6-Chloro-4-methylthieno[3,2-c]pyridine-2-carboxylic acid ethyl ester C(C)OC(=O)C1=CC=2C(=NC(=CC2S1)Cl)C